2-bromo-6-(1-methylsulfonyl-cyclopropyl)pyridine (R)-benzyl-2-(((benzyloxy)carbonyl)amino)-3-(3-(4-ethylpyrimidin-5-yl)-5-fluorobenzamido)propanoate C(C1=CC=CC=C1)OC([C@@H](CNC(C1=CC(=CC(=C1)F)C=1C(=NC=NC1)CC)=O)NC(=O)OCC1=CC=CC=C1)=O.BrC1=NC(=CC=C1)C1(CC1)S(=O)(=O)C